C(C1=CC(=C(N)C(=C1)C(C)C)C)C1=CC(=C(N)C(=C1)C(C)C)C 4,4'-methylenebis(2-methyl-6-isopropylaniline)